2-(6-(((1s,2s,3r,5r)-2-fluoro-9-azabicyclo[3.3.1]non-3-yl)oxy)pyridazin-3-yl)-5-(5-methylpyridin-3-yl)phenol F[C@H]1[C@@H]2CCC[C@H](C[C@H]1OC1=CC=C(N=N1)C1=C(C=C(C=C1)C=1C=NC=C(C1)C)O)N2